5,7-Diphenyl-7H-pyrrolo[2,3-d]pyrimidin-4-ol C1(=CC=CC=C1)C1=CN(C=2N=CN=C(C21)O)C2=CC=CC=C2